NC1=C(C=C(C=N1)C=1C=NN(C1)C1CCN(CC1)CC=1C=C(C=CC1)C1C(NC(CC1)=O)=O)O[C@H](C)C1=C(C(=CC=C1Cl)F)Cl 3-(3-((4-(4-(6-amino-5-((R)-1-(2,6-dichloro-3-fluorophenyl)ethoxy)pyridin-3-yl)-1H-pyrazol-1-yl)piperidin-1-yl)methyl)phenyl)piperidine-2,6-dione